Undecylenic amide C(CCCCCCCCC=C)(=O)N